methyl (2R,3R)-2-[(3-amino-2-pyridyl)amino]-3-(tert-butoxycarbonylamino)-3-phenyl-propanoate NC=1C(=NC=CC1)N[C@@H](C(=O)OC)[C@@H](C1=CC=CC=C1)NC(=O)OC(C)(C)C